O=S1CC2=C(C1)C=CC=C2 2-oxo-1,3-dihydro-2-benzothiophen